FC1=CC=C(C=C1)N1N=C(C(=C1)[C@H]1O[C@@H](C(N1CCC1=CC=C(C=C1)OCC)=O)C)C1=CC=C(C=C1)F (2R,5R)-2-(1,3-bis(4-fluorophenyl)-1H-pyrazol-4-yl)-3-(4-ethoxyphenethyl)-5-methyl-oxazolidin-4-one